9,9',9''-(4-(3,4-bis(4,6-diphenyl-1,3,5-triazin-2-yl)phenyl)-5-phenylpyridine-2,3,6-triyl)tris(3-methyl-9H-carbazole) C1(=CC=CC=C1)C1=NC(=NC(=N1)C1=CC=CC=C1)C=1C=C(C=CC1C1=NC(=NC(=N1)C1=CC=CC=C1)C1=CC=CC=C1)C1=C(C(=NC(=C1C1=CC=CC=C1)N1C2=CC=CC=C2C=2C=C(C=CC12)C)N1C2=CC=CC=C2C=2C=C(C=CC12)C)N1C2=CC=CC=C2C=2C=C(C=CC12)C